C1(=CC=CC=C1)C=1C=C2C=CC(=C(C2=CC1)C1=C(C=CC2=CC(=CC=C12)C1=CC=CC=C1)OCC1=C2C=CC=C(C2=CC=C1)C(=O)OC)OCC1=C2C=CC=C(C2=CC=C1)C(=O)OC dimethyl 5,5'-[(6,6'-diphenyl[1,1'-binaphthalene]-2,2'-diyl)bis(oxymethylene)]di(naphthalene-1-carboxylate)